2-[(3-Amino-3-oxopropyl)amino]acetic acid NC(CCNCC(=O)O)=O